4-(8-chloro-5,6-dihydro-11H-benzo[5,6]cyclohepta[1,2-b]pyridin-11-ylidene)piperidine-1-carboxylic acid ethyl ester C(C)OC(=O)N1CCC(CC1)=C1C2=C(CCC=3C1=NC=CC3)C=C(C=C2)Cl